3,3-dimethylindoline-1-carbonyl chloride CC1(CN(C2=CC=CC=C12)C(=O)Cl)C